O[C@@H]([C@H](CO[C@H]1O[C@@H]([C@@H]([C@@H]([C@H]1O)O)O)CO)NC(CCCCCCCCCCC1(COC1)C)=O)[C@@H](CCCCCCCCCCCCCC)O N-[(2S,3S,4R)-3,4-dihydroxy-1-{[(2S,3R,4S,5R,6R)-3,4,5-trihydroxy-6-(hydroxymethyl)oxaN-2-yl]Oxy}octadeca-2-yl]-11-(3-methyl-oxetan-3-yl)undecanamide